N-(4-{[6-(5-chloro-2-fluorophenyl)-3-{methyl[(3-methyl-2-oxooxolan-3-yl)methyl]amino}pyridazin-4-yl]amino}pyridin-2-yl)-3-(4-methylpiperazin-1-yl)propanamide ClC=1C=CC(=C(C1)C1=CC(=C(N=N1)N(CC1(C(OCC1)=O)C)C)NC1=CC(=NC=C1)NC(CCN1CCN(CC1)C)=O)F